tert-butyl-7-(4,4,5,5-tetramethyl-1,3,2-dioxaborolan-2-yl)-3,4-dihydro-2H-quinoline-1-carboxylate C(C)(C)(C)OC(=O)N1CCCC2=CC=C(C=C12)B1OC(C(O1)(C)C)(C)C